C(C)(C)(C)OC(=O)N[C@]([C@@H](C(=O)OC)NS(=O)(=O)C1=CC=C(C=C1)[N+](=O)[O-])(C)C1=CC=CC=C1 methyl (2S,3R)-3-(tert-butoxycarbonylamino)-2-[(4-nitrophenyl)sulfonylamino]-3-phenyl-butanoate